C(C=C)N1S(N(CC2=C1C(=CC(=C2)Cl)[N+](=O)[O-])CC2CCN(CC2)S(=O)(=O)C)(=O)=O 1-allyl-6-chloro-3-((1-(methylsulfonyl)piperidin-4-yl)methyl)-8-nitro-3,4-dihydro-1H-benzo[c][1,2,6]thiadiazine 2,2-dioxide